IC=1C(=NC(=CC1)N)N 3-iodopyridine-2,6-diamine